(1s,3s)-3-(3-((1-(4-chlorophenyl)-2-(5-methoxy-6-(trifluoromethyl)indolin-1-yl)-2-oxoethyl)amino)-5-methoxyphenoxy)cyclobutenecarboxylic acid ClC1=CC=C(C=C1)[C@@H](C(=O)N1CCC2=CC(=C(C=C12)C(F)(F)F)OC)NC=1C=C(O[C@@H]2C=C(C2)C(=O)O)C=C(C1)OC